Cetylerucate C(CCCCCCCCCCCCCCC)OC(CCCCCCCCCCC\C=C/CCCCCCCC)=O